ClC=1C(=C(NC2=C(NC3=C2C(NCC3)=O)C3=C(C=NC=C3)OC[C@@H]3N(CCOC3)C)C=CC1)C 3-(3-chloro-2-methylanilino)-2-(3-{[(3R)-4-methylmorpholin-3-yl]methoxy}pyridin-4-yl)-1,5,6,7-tetrahydro-4H-pyrrolo[3,2-c]pyridin-4-one